C(OCC(=O)[C@H]1CC[C@H]2[C@@H]3CCC4C[C@](CC[C@@]4(C3CC[C@]12C)C)(C)O)(OC1=CC=C(C=C1)[N+](=O)[O-])=O 2-((3R,8R,10S,13S,14S,17S)-3-hydroxy-3,10,13-trimethylhexadecahydro-1H-cyclopenta[a]phenanthren-17-yl)-2-oxoethyl (4-nitrophenyl) carbonate